COC=1C=C2C=CC(=NC2=CC1C1=CN=C(N=N1)SC)C 6-methoxy-2-methyl-7-[3-(methylsulfanyl)-1,2,4-triazin-6-yl]quinoline